[6-(3-cyclopropyl-1,2,4-triazol-1-yl)-2-azaspiro[3.3]heptan-2-yl]-[5-(trifluoromethyl)-6-[[1-(trifluoromethyl)cyclopropyl]methoxy]-3-pyridyl]methanone C1(CC1)C1=NN(C=N1)C1CC2(CN(C2)C(=O)C=2C=NC(=C(C2)C(F)(F)F)OCC2(CC2)C(F)(F)F)C1